C1(CC1)C=1C=C(N=NC1C1=C(C=C(C=C1)F)O)NC(CNC)=O N-(5-cyclopropyl-6-(4-fluoro-2-hydroxyphenyl)pyridazin-3-yl)-2-(methylamino)acetamide